1-[7-[2,4-difluoro-6-(2-methoxyethoxy)phenyl]-6-[(6R)-6-methyl-5-prop-2-enoyl-6,7-dihydro-4H-pyrazolo[1,5-a]pyrazin-2-yl]thieno[3,2-c]pyridin-4-yl]pyridin-2-one FC1=C(C(=CC(=C1)F)OCCOC)C=1C2=C(C(=NC1C1=NN3C(CN([C@@H](C3)C)C(C=C)=O)=C1)N1C(C=CC=C1)=O)C=CS2